ClC1=CC=C(C=C1)CC(=O)NN1C(=NC2=CC=CC=C2C1=O)N1CCCC1 2-(4-Chloro-phenyl)-N-(4-oxo-2-pyrrolidin-1-yl-4H-quinazolin-3-yl)-acetamide